tert-butyl (S)-3-(fluoromethyl)-3-((4-(trifluoromethoxy)phenyl)sulfonamido)pyrrolidine-1-carboxylate FC[C@]1(CN(CC1)C(=O)OC(C)(C)C)NS(=O)(=O)C1=CC=C(C=C1)OC(F)(F)F